C(C)(C)(C)OC(=O)N1[C@H](C[C@@H](CC1)OS(=O)(=O)C)C (2S,4R)-4-(methanesulfonyloxy)-2-methylpiperidine-1-carboxylic acid tert-butyl ester